(S)-3-((6-fluoro-5-(1-(1-fluoropropan-2-yl)-1H-benzo[d][1,2,3]triazol-6-yl)-4-methoxypyrrolo[2,1-f][1,2,4]triazin-2-yl)amino)-2,2-dimethylpropanenitrile FC=1C(=C2C(=NC(=NN2C1)NCC(C#N)(C)C)OC)C=1C=CC2=C(N(N=N2)[C@H](CF)C)C1